BrC=1C(N(C(N(N1)C)=O)C)=O 6-bromo-2,4-dimethyl-1,2,4-triazine-3,5-dione